1-(4-fluoro-2-methylphenyl)-3-(6-methoxy-2-methylpyridin-3-yl)-4-oxo-1,2,3,4-tetrahydroquinazoline-6-carbonitrile FC1=CC(=C(C=C1)N1CN(C(C2=CC(=CC=C12)C#N)=O)C=1C(=NC(=CC1)OC)C)C